2,2,2-trifluoroethyl 2-(((1R,2R)-2-(difluoromethoxy)cyclopentyl)((5-(trifluoromethyl)pyridin-2-yl)methyl)amino)-2-oxoacetate 2,2,2-trifluoroethyl-2-chloro-2-oxo-acetate FC(COC(C(=O)Cl)=O)(F)F.FC(O[C@H]1[C@@H](CCC1)N(C(C(=O)OCC(F)(F)F)=O)CC1=NC=C(C=C1)C(F)(F)F)F